(2S,3S,4R,5R)-3,4-dihydroxyl-5-(2-(5-methoxypyridin-3-yl)-6-(methylamino)-9H-purin-9-yl)-N-methyltetrahydrofuran-2-carboxamide O[C@@H]1[C@H](O[C@H]([C@@H]1O)N1C2=NC(=NC(=C2N=C1)NC)C=1C=NC=C(C1)OC)C(=O)NC